pyrido[2,3-b]Pyrazin-7-yl-boronic acid N1=C2C(=NC=C1)N=CC(=C2)B(O)O